3',5'-O-Dimethyladenosin C[C@@]1([C@H]([C@@H](O[C@@H]1COC)N1C=NC=2C(N)=NC=NC12)O)O